tert-Butyl ((2-(((1R*,3R*)-3-(2-hydroxyethyl)cyclohexyl)oxy)-6-methylpyridin-3-yl)sulfonyl)-L-prolinate OCC[C@@H]1C[C@@H](CCC1)OC1=NC(=CC=C1S(=O)(=O)N1[C@@H](CCC1)C(=O)OC(C)(C)C)C |o1:3,5|